((4-aminobutyl)azanediyl)bis(hexane-6,1-diyl) bis(2-hexyldecanoate) C(CCCCC)C(C(=O)OCCCCCCN(CCCCCCOC(C(CCCCCCCC)CCCCCC)=O)CCCCN)CCCCCCCC